N-(1,2-dimyristyl-oxyprop-3-yl)-N,N-dimethyl-N-Hydroxyethylammonium bromide [Br-].C(CCCCCCCCCCCCC)OCC(C[N+](CCO)(C)C)OCCCCCCCCCCCCCC